N[C@H](C)C=1C=C(C=C2C(N(C(=NC12)C1=CC(=CC=C1)F)C)=O)C (R)-8-(1-aminoethyl)-2-(3-fluorophenyl)-3,6-dimethylquinazolin-4(3H)-one